C(=O)(O)CCCN(CCC(C(=O)O)NC(CC(CC)CC)=O)CCCCC1=NC=2NCCCC2C=C1 4-[3-carboxypropyl-[4-(5,6,7,8-tetrahydro-1,8-naphthyridin-2-yl)butyl]amino]-2-(3-ethylpentanoylamino)butanoic acid